C(C1=CC=CC=C1)OC1=NC(=CC=C1NC1=CC(=C(C=C1)N1CCN(CC1)C1C(CN(CC1)C(=O)OC(C)(C)C)(F)F)F)OCC1=CC=CC=C1 tert-butyl 4-[4-[4-[(2,6-dibenzyloxy-3-pyridyl)amino]-2-fluoro-phenyl]piperazin-1-yl]-3,3-difluoro-piperidine-1-carboxylate